(R)-2-Bromo-5-(3-methyl-10-oxo-1,2,3,4,7,8,9,10-octahydropyrido[4',3':3,4]pyrazolo[1,5-a]pyrazine-2-carbonyl)benzonitrile BrC1=C(C#N)C=C(C=C1)C(=O)N1CC=2C(=NN3C2C(NCC3)=O)C[C@H]1C